CC1=C(N)C(=CC=C1F)C 2,6-dimethyl-3-fluoroaniline